BrC1=CC(=C(N)C=C1)O[C@@H](C)C1=CC=C(C=C1)Cl 4-bromo-2-[(1S)-1-(4-chlorophenyl)ethoxy]aniline